C1(CCCCC1)SCC1=NC2=CC(=C(C(=C2C(N1)=O)F)F)NC1CCCC1 2-((cyclohexylthio)methyl)-7-(cyclopentylamino)-5,6-difluoroquinazolin-4(3H)-one